N-{4-[3-(4-ethylphenyl)-1,2,4-oxadiazol-5-yl]Phenyl}-5-oxo-1-[(pyridin-3-yl)methyl]Pyrrolidine-3-carboxamide C(C)C1=CC=C(C=C1)C1=NOC(=N1)C1=CC=C(C=C1)NC(=O)C1CN(C(C1)=O)CC=1C=NC=CC1